FC1=CC=C(C=C1)C1=C(NC2=CC(=CC=C12)C1=CC=C(C=C1)F)C(=O)NC[C@H](CCC(C)NC(OC(C)(C)C)=O)NC(OC(C)(C)C)=O Di-tert-butyl ((2S)-1-(3,6-bis(4-fluorophenyl)-1H-indole-2-carboxamido)hexane-2,5-diyl)dicarbamate